BrC1=C(C=CC=C1)/C=C/C(=O)OCC ethyl (E)-3-(2-bromophenyl)acrylate